O1CCCC2=CC(=CC=C12)S(=O)(=O)N1CCC2(C[C@H](CO2)NC[C@@H](COC=2C=C(C=CC2)S(=O)(=O)N)O)CC1 3-((S)-3-((R)-8-(chroman-6-ylsulfonyl)-1-oxa-8-azaspiro[4.5]decan-3-ylamino)-2-hydroxypropoxy)benzenesulfonamide